6-bromo-3-methyl-4H-thieno[2',3':4,5]pyrrolo[3,2-b]pyridine-2-carboxylic acid methyl ester COC(=O)C1=C(C2=C(C3=NC=C(C=C3N2)Br)S1)C